C(C1=CC=CC=C1)C=1SC(=CN1)C=O (2-benzylthiazol-5-yl)methanone